The molecule is an oxygen hydride consisting of an oxygen atom that is covalently bonded to two hydrogen atoms. It has a role as an amphiprotic solvent, a member of greenhouse gas, a human metabolite, a Saccharomyces cerevisiae metabolite, an Escherichia coli metabolite and a mouse metabolite. It is an oxygen hydride, a mononuclear parent hydride and an inorganic hydroxy compound. It is a conjugate base of an oxonium. It is a conjugate acid of a hydroxide. O